ClC1=C(C=CC=C1)[C@H]1CC[C@H](N1C(C1=CC=C(C=C1)C1=COC=C1)=O)C(=O)O (2S,5R)-5-(2-chlorophenyl)-1-(4-(furan-3-yl)benzoyl)pyrrolidine-2-carboxylic acid